N-(4-(bicyclo[3.1.0]hexan-3-yloxy)-3,5-difluorophenyl)-6-chloro-3-ethylpyrazine-2-carboxamide C12CC(CC2C1)OC1=C(C=C(C=C1F)NC(=O)C1=NC(=CN=C1CC)Cl)F